O[C@H]1C[C@H](CC1)C=1C=C(N(N1)C(C)(C)C)NC1S(C2=C(C1)C=CC=C2)(=O)=O ({5-[(1S,3R)-3-hydroxycyclopentyl]-2-(2-methylpropan-2-yl)pyrazol-3-yl}amino)-2,3-dihydro-1λ6-benzothiophene-1,1-dione